cis,cis-3,5-Bis((6-(bis(6-(octan-2-yloxy)-6-oxohexyl)amino)hexyl)carbamoyl)-1,3,5-tris(hydroxymethyl)cyclohexane-1-carboxylic acid CC(CCCCCC)OC(CCCCCN(CCCCCCNC(=O)C1(CC(CC(C1)(CO)C(NCCCCCCN(CCCCCC(OC(C)CCCCCC)=O)CCCCCC(OC(C)CCCCCC)=O)=O)(C(=O)O)CO)CO)CCCCCC(OC(C)CCCCCC)=O)=O